6-(5-chloro-2-(((1S,3R,4S,5R)-4-hydroxy-6,8-dioxabicyclo[3.2.1]octan-3-yl)amino)pyrimidin-4-yl)-8-fluoro-4-isopropyl-2-methylisoquinolin-1(2H)-one ClC=1C(=NC(=NC1)N[C@@H]1C[C@H]2CO[C@@H]([C@H]1O)O2)C=2C=C1C(=CN(C(C1=C(C2)F)=O)C)C(C)C